((5'-methyl-4-pentyl-2'-(prop-1-en-2-yl)-1',2',3',4'-tetrahydro-[1,1'-biphenyl]-2,6-diyl)bis(oxy))bis(methylene) bis(2-ethylbutanoate) C(C)C(C(=O)OCOC1=CC(=CC(=C1C1C(CCC(=C1)C)C(=C)C)OCOC(C(CC)CC)=O)CCCCC)CC